C(C)(C)C1=C(C(=CC(=C1)C(C)C)C(C)C)C1=NC=2C(CCCC2C=C1)=O 2-(2,4,6-triisopropylphenyl)-6,7-dihydro-quinolin-8(5H)-one